C(C)(C)(C)OC(=O)N1CCN(CC1)C1=NC=C(C=C1Cl)C(=O)OCC.C(C)(C)(C)C=1C=C(CC2=CC(=CC(=C2)CC2=CC(=C(C(=C2)C(C)(C)C)O)C(C)(C)C)CC2=CC(=C(C(=C2)C(C)(C)C)O)C(C)(C)C)C=C(C1O)C(C)(C)C 2,4,6-tris(3,5-di-tert-butyl-4-hydroxybenzyl)benzene tert-butyl-4-(3-chloro-5-ethoxycarbonyl-2-pyridyl)piperazine-1-carboxylate